C1=CC=CC=2NC(C3=CC=CC=C3C12)=O phenanthridine-6(5H)-one